3-(4-(1H-pyrazol-4-yl)phenyl)-8-(cyclobutylmethyl)-1-(3-methoxybenzyl)-1,3,8-triazaspiro[4.5]decan-2-one N1N=CC(=C1)C1=CC=C(C=C1)N1C(N(C2(C1)CCN(CC2)CC2CCC2)CC2=CC(=CC=C2)OC)=O